C[C@@H]1N(C[C@H](N(C1)[C@H](C)C=1C=C2N=CC=NC2=CC1)C)C=1N(N=C2C1N(C(C=C2)=O)CC2=CC=C(C=C2)OC)C2OCCCC2 ((2S,5R)-2,5-dimethyl-4-((R)-1-(quinoxalin-6-yl)ethyl)piperazin-1-yl)-4-(4-methoxybenzyl)-2-(tetrahydro-2H-pyran-2-yl)-2,4-dihydro-5H-pyrazolo[4,3-b]pyridin-5-one